1,4-dioxa-7-azaspiro[4.4]nonane O1CCOC12CNCC2